5-methoxy-8-phenylpyrido[3,4-b]pyrazin-3-yl 4-methylbenzene-1-sulfonate CC1=CC=C(C=C1)S(=O)(=O)OC1=CN=C2C(=N1)C(=NC=C2C2=CC=CC=C2)OC